NC1=C(CN[C@H]2[C@@H](CCC2)O)C=C(C=C1Br)Br (1r,2r)-2-((2-amino-3,5-dibromobenzyl)amino)-cyclopentanol